ClC1=C2C(=NN(C2=CC=C1)S(=O)(=O)C1=CC=C(C=C1)C(C)(F)F)N1[C@H](CC(C1)(F)F)C 4-chloro-1-[4-(1,1-difluoroethyl)phenyl]sulfonyl-3-[(2S)-4,4-difluoro-2-methyl-pyrrolidin-1-yl]indazole